ClC1=CC=C(C=C1)C(C(=O)O)N1C(NCC1=O)=O 2-(4-chlorophenyl)-2-(2,5-dioxoimidazolidin-1-yl)acetic acid